1-hydroxy-2-Propanone OCC(C)=O